methyl (S)-3-(4-(tert-butoxy)phenyl)-2-(2-diazoacetamido)propanoate C(C)(C)(C)OC1=CC=C(C=C1)C[C@@H](C(=O)OC)NC(C=[N+]=[N-])=O